(6R)-6,9,9-Trimethyl-3-pentyl-5,6,7,8-tetrahydroxanthen-1-ol C[C@H]1CC=2OC=3C=C(C=C(C3C(C2CC1)(C)C)O)CCCCC